6-chloro-4-((3-(5-(dimethylphosphoryl)pyrimidin-2-yl)-2-methoxyphenyl)amino)pyridazine-3-carboxamide ClC1=CC(=C(N=N1)C(=O)N)NC1=C(C(=CC=C1)C1=NC=C(C=N1)P(=O)(C)C)OC